NC1=NC=NN2C1=C(C=C2C2CCNCC2)C2=C(C=C(C=C2)NC(=O)C=2C(N(C=CC2)C2=CC=C(C=C2)F)=O)F N-[4-(4-amino-7-piperidin-4-ylpyrrolo[2,1-f][1,2,4]triazin-5-yl)-3-fluorophenyl]-1-(4-fluorophenyl)-2-oxo-1,2-dihydropyridine-3-carboxamide